C(#N)C1=CC(=C(C=C1)CN(CC(=O)OCC)C(C(C)OC1=C(C(=CC(=C1)F)F)CC)=O)F Ethyl 2-[(4-cyano-2-fluoro-phenyl)methyl-[2-(2-ethyl-3,5-difluoro-phenoxy)propanoyl]amino]acetate